ClC(C)C=1N=CN(C1)S(=O)(=O)N(C)C 4-(1-Chloroethyl)-N,N-dimethyl-1H-imidazole-1-sulfonamide